1-(3-fluoro-4-(trifluoromethoxy)phenyl)-3-(1-(tetrahydro-2H-pyran-4-carbonyl)piperidin-4-yl)urea FC=1C=C(C=CC1OC(F)(F)F)NC(=O)NC1CCN(CC1)C(=O)C1CCOCC1